1-methyl-4-(2-methyl-5-nitrophenyl)-1H-1,2,3-triazole CN1N=NC(=C1)C1=C(C=CC(=C1)[N+](=O)[O-])C